CC1=CC=CC(=N1)C1=NC=CC(=N1)NC1=NC(=NC=C1)NC1=CC=C(C=C1)CN1CC(NCC1)CC(=O)OC methyl 2-[4-[[4-[[4-[[2-(6-methyl-2-pyridyl)pyrimidin-4-yl]amino]pyrimidin-2-yl]amino]phenyl]methyl] piperazin-2-yl]acetate